2-(2-aminoethylamino)-ethanol NCCNCCO